methyl-beta-L-ribofuranose C[C@@]1(O)[C@@H](O)[C@@H](O)[C@@H](O1)CO